4-methyl-3,4-dihydro-2H-benzo[1,4]oxazine-6-carboxylic acid [2-(7-oxa-1-aza-spiro[3.5]non-1-yl)-benzooxazol-5-yl]-amide N1(CCC12CCOCC2)C=2OC1=C(N2)C=C(C=C1)NC(=O)C=1C=CC2=C(N(CCO2)C)C1